FC=1C=C(C=C(C1)F)S(=O)(=O)N1CC2=C(C1)CN(C2)C([C@@H](C2=CC=CC=C2)O)=O (2R)-1-[5-(3,5-difluorobenzenesulfonyl)-1H,2H,3H,4H,5H,6H-pyrrolo[3,4-c]pyrrol-2-yl]-2-hydroxy-2-phenylethan-1-one